[Si](C)(C)(C(C)(C)C)OCC1(CC(N(CC1)C1=NC(=NC(=C1)Cl)OC)CO)CO[Si](C)(C)C(C)(C)C (4,4-bis(((tert-butyldimethylsilyl)oxy)methyl)-1-(6-chloro-2-methoxypyrimidin-4-yl)piperidin-2-yl)Methanol